2-(Azetidin-1-yl)-6-bromo-quinazoline N1(CCC1)C1=NC2=CC=C(C=C2C=N1)Br